methyl-(5S)-3-(3,5-difluorophenyl)-N-[(3R)-5-(methylsulfonylcarbamoyl)-2,3-dihydrofuran-3-yl]-5-vinyl-4H-isoxazole-5-carboxamide CC1C(=NO[C@@]1(C(=O)N[C@H]1COC(=C1)C(NS(=O)(=O)C)=O)C=C)C1=CC(=CC(=C1)F)F